Ethyl (1RS,3SR,5SR,6RS)-3-(2-fluoro-4-methoxy-5-(((1S,2R,3S,4R)-3-(((1-methylcyclobutyl)methyl)carbamoyl)bicyclo[2.2.1]heptan-2-yl)carbamoyl)phenoxy)bicyclo[3.1.0]hexane-6-carboxylate FC1=C(OC2C[C@H]3C([C@H]3C2)C(=O)OCC)C=C(C(=C1)OC)C(N[C@@H]1[C@H]2CC[C@@H]([C@@H]1C(NCC1(CCC1)C)=O)C2)=O |&1:6,8|